FC1=C(C(=CC=C1)N1CCN(CC1)C(C)C)NC(=O)N1CCC(CC1)(C1=NOC(=N1)C(C)C)C N-{2-fluoro-6-[4-(propan-2-yl)piperazin-1-yl]phenyl}-4-methyl-4-[5-(propan-2-yl)-1,2,4-oxadiazol-3-yl]piperidin-1-carboxamide